1-toluenesulfonyl-3,4-dihydropyridine C(C1=CC=CC=C1)S(=O)(=O)N1CCCC=C1